N=C(C1=CC=C(C=C1)Cl)NC(SCC)=S Ethyl N-(α-imino-4-chlorobenzyl)dithiocarbamate